3-ethyl-4-pentylimino-2-pentyl propionate C(CC)(=O)OC(C)C(C(C)=NCCCCC)CC